C1(CC1)NS(=O)(=O)C1=CC(=CC=C1)C1=C2C(=NC=C1)C=C(O2)C2=CC(=C(C(=C2)OC)OC)OC N-cyclopropyl-3-(2-(3,4,5-trimethoxyphenyl)furo[3,2-b]pyridin-7-yl)benzenesulfonamide